C(CCCCCCCCC)ON(C(CCCN(C)C)=O)C(CCCCCCC(C(=O)O)F)CCCCCCCCC 9-[N-(Decyloxy)-4-(dimethylamino)butanamido]-2-fluorooctadecanoic acid